COC1=C(C=CC=C1)N1N=NC(=C1C)C(=O)NC1=NC2=CC=CC=C2C=C1 1-(2-Methoxyphenyl)-5-methyl-N-(chinolin-2-yl)-1H-1,2,3-triazol-4-carboxamid